CP(=O)(C)C1=CC=C(C=N1)NC(=O)C1CC12CCN(CC2)C(=O)OC(C)(C)C t-butyl 1-((6-(dimethylphosphoryl)pyridin-3-yl)carbamoyl)-6-azaspiro[2.5]octane-6-carboxylate